(S)-2-amino-N-(4-(2,5-dimethylpyrimidin-4-yl)phenyl)-3,3-diphenylpropionylAmine dihydrochloride Cl.Cl.N[C@H](C(=O)NC1=CC=C(C=C1)C1=NC(=NC=C1C)C)C(C1=CC=CC=C1)C1=CC=CC=C1